O1CC(C1)CN1C=C(C=CC1=O)C1C=C(CCO1)OS(=O)(=O)C(F)(F)F.N(=C=O)C1=CC(=CC(=C1)C(F)(F)F)C(F)(F)F 1-isocyanato-3,5-bis(trifluoromethyl)benzene [6-[1-(oxetan-3-ylmethyl)-6-oxo-3-pyridyl]-3,6-dihydro-2H-pyran-4-yl]trifluoromethanesulfonate